ClC1=C(SC2=C1NC(=C2CN2CCOCC2)C(=O)NC2=C(C=CC=C2)Cl)C 3-chloro-N-(2-chloro-phenyl)-2-methyl-6-(morpholinomethyl)-4H-thieno[3,2-b]pyrrole-5-carboxamide